CS(=O)(=O)OC(CC=1N=C(OC1C)C1=C(C(=C(C(=C1[2H])[2H])[2H])[2H])[2H])([2H])[2H] 2-(5-methyl-2-(phenyl-d5)oxazol-4-yl)ethyl-1,1-d2 methanesulfonate